ONC(C1=CC(=CC=C1)NC1=NC2=C(N1)C=C(C(=C2)C(F)(F)F)C2=CC(=CC=C2)COC)=O N-hydroxy-3-((6-(3-(methoxymethyl)phenyl)-5-(trifluoromethyl)-1H-benzo[d]imidazol-2-yl)amino)benzamide